(S)-benzyl (1-(4-(4-nitro-1-((2-(trimethylsilyl) ethoxy)methyl)-1H-pyrazol-5-yl)pyridin-2-yl)but-3-en-1-yl)carbamate [N+](=O)([O-])C=1C=NN(C1C1=CC(=NC=C1)[C@H](CC=C)NC(OCC1=CC=CC=C1)=O)COCC[Si](C)(C)C